S-(2-(((hexadecyloxy)carbonyl)amino)ethyl)-N-palmitoyl-L-cysteinyl-D-seryl-L-lysyl-L-lysyl-L-lysine C(CCCCCCCCCCCCCCC)OC(=O)NCCSC[C@H](NC(CCCCCCCCCCCCCCC)=O)C(=O)N[C@H](CO)C(=O)N[C@@H](CCCCN)C(=O)N[C@@H](CCCCN)C(=O)N[C@@H](CCCCN)C(=O)O